[Cl-].C(CCCCCCCCCCCCCCCCCCCCC)[S+](CCC)CC n-docosyl-ethyl-propyl-sulfonium chloride